BrC=1C(=C(C=C(C1)OC)C(C)=O)O 1-(3-bromo-2-hydroxy-5-methoxyphenyl)ethan-1-one